C(=C)(C)[C@@H](CC[C@@H](CC)C)CCC=C (3R,6R)-6-isopropenyl-3-methyl-9-decene